S'-(((4-hydroxybutyl) azanediyl) bis(hexane-6,1-diyl)) bis(carbonothioate) C(OCCCCCCN(CCCCCCOC([O-])=S)CCCCO)([O-])=S